CC(CC(C(=O)N)NC)(C)C 4,4-dimethyl-2-(methylamino)pentanamide